2-((1s,2r)-6'-bromo-2-fluoro-1'-oxo-1'h-spiro[cyclopropane-1,4'-isoquinolin]-2'(3'h)-yl)acetic acid BrC=1C=C2[C@@]3(CN(C(C2=CC1)=O)CC(=O)O)[C@@H](C3)F